diisopropoxy-bis(acetoacetoxyethyl)titanium C(C)(C)O[Ti](CCOC(CC(=O)C)=O)(CCOC(CC(=O)C)=O)OC(C)C